ethyl 2-(5-bromo-6-methoxy-3,3-dimethyl-2-oxoindol-1-yl)acetate BrC=1C=C2C(C(N(C2=CC1OC)CC(=O)OCC)=O)(C)C